3-fluoro-4-(6-(2-methyl-2H-tetrazole-5-yl)pyridine-3-yl)-5-(hydroxymethyl)oxazolidine-2-one FN1C(OC(C1C=1C=NC(=CC1)C=1N=NN(N1)C)CO)=O